CC1(C2CN3C=CC=4C=CC(C(NC(CCOCC12)=O)C)=NC34)C 4,4,12-trimethyl-7-oxa-1,11,20-triazatetracyclo[11.5.2.0^{3,5}.0^{16,19}]icosa-13(20),14,16(19),17-tetraen-10-one